Cl.N[C@H]1C(N(CCC1)C1=CC=C(C=C1)Br)=O (R)-3-amino-1-(4-bromophenyl)piperidin-2-one hydrochloride